3-(2-(((2-chlorobenzyl)oxy)methyl)-5-methylphenyl)-2-iminothiazolidin-4-one ClC1=C(COCC2=C(C=C(C=C2)C)N2C(SCC2=O)=N)C=CC=C1